Azepine-6(1H)-carboxylic acid tert-butyl ester C(C)(C)(C)OC(=O)C=1C=CC=CNC1